2-(Chloromethyl)-3-(2-isopropoxy-5-(2-(4-phenylpiperazin-1-yl)acetyl)phenyl)quinazolin-4(3H)-one ClCC1=NC2=CC=CC=C2C(N1C1=C(C=CC(=C1)C(CN1CCN(CC1)C1=CC=CC=C1)=O)OC(C)C)=O